S(C1=CC(=CC(=C1O)C(C)(C)C)C)C1=CC(=CC(=C1O)C(C)(C)C)C thio-bis-(6-tertiary butyl-p-cresol)